C12CCCC(CC1)N2C[C@H](COC2=NC1=C(C=C(C=C1C(=N2)N2C[C@H]1CC[C@@H](C2)N1)Cl)F)OC 2-((2R)-3-(8-azabicyclo[3.2.1]octan-8-yl)-2-methoxy-propoxy)-4-((1R,5S)-3,8-diazabicyclo[3.2.1]octan-3-yl)-6-chloro-8-fluoro-quinazolin